(5-FORMYL-PYRIDIN-3-YL)-CARBAMIC ACID BENZYL ESTER C(C1=CC=CC=C1)OC(NC=1C=NC=C(C1)C=O)=O